5-bromo-3-[1-(2-{4-[(1-ethyl-1H-pyrazol-4-yl)methyl]-1,2-oxazol-3-yl}-5-fluorophenyl)ethoxy]-2-nitropyridine BrC=1C=C(C(=NC1)[N+](=O)[O-])OC(C)C1=C(C=CC(=C1)F)C1=NOC=C1CC=1C=NN(C1)CC